C1(CC1)C=1C=C(C=2N(C1)C=C(N2)CNC2=CC=C1C(=CC(=NC1=C2)[C@@H]2[C@H](C2)C2=NC=CC(=N2)C)N(C)C)N2C(N(C(C2)=O)C)=O |r| rac-1-(6-cyclopropyl-2-(((4-(dimethylamino)-2-((1S*,2S*)-2-(4-methylpyrimidin-2-yl)cyclopropyl)quinolin-7-yl)amino)methyl)imidazo[1,2-a]pyridin-8-yl)-3-methylimidazolidine-2,4-dione